NCCCC(=O)NC1=CC(=C(C(=O)[O-])C=C1)C#CCN 4-(4-aminobutanamido)-2-(3-aminoprop-1-yn-1-yl)benzoate